N-(β-hydroxypropyl)-N'-(β-aminoethyl)piperazine tert-butyl-(1-(3-chloro-4-(2,6-dioxo-1-((2-(trimethylsilyl)ethoxy)methyl)piperidin-3-yl)phenyl)azetidin-3-yl)carbamate C(C)(C)(C)N(C(O)=O)C1CN(C1)C1=CC(=C(C=C1)C1C(N(C(CC1)=O)COCC[Si](C)(C)C)=O)Cl.OC(CN1CCN(CC1)CCN)C